NC(=C(C(=O)OCC)C#N)C1=CC=CC=C1 ethyl (2EZ)-3-amino-2-cyano-3-phenylacrylate